C(C)(C)(C)OC(=O)N1C[C@H](CCC1)CN (R)-3-(aminomethyl)piperidine-1-carboxylic acid tert-butyl ester